(E)-6-(4-(dimethylamino)styryl)-N-(1-methyl-5-((5-((2-morpholinoethyl)carbamoyl)-1H-pyrrol-3-yl)carbamoyl)-1H-pyrrol-3-yl)nicotinamide CN(C1=CC=C(/C=C/C2=NC=C(C(=O)NC3=CN(C(=C3)C(NC3=CNC(=C3)C(NCCN3CCOCC3)=O)=O)C)C=C2)C=C1)C